p-amino-p-nitrophenylcarbonate NC1(CC=C(C=C1)OC([O-])=O)[N+](=O)[O-]